N-(2-methoxyethyl)propionamide COCCNC(CC)=O